C1(CCCCC1)CN1CC2(C1)CC(C2)CNC=2N=NC(=CC2)C=2C(=NN(C2)C)C N-((2-(cyclohexylmethyl)-2-azaspiro[3.3]heptan-6-yl)methyl)-6-(1,3-dimethyl-1H-pyrazol-4-yl)pyridazin-3-amine